NC1=C(C[C@H](N)C(=O)O)C=CC=C1 2-amino-L-phenylalanine